1,4,7,10,13,16-hexaazacyclononadecane N1CCNCCNCCNCCNCCNCCC1